CC1([C@H]([C@@H]1C=C(C)C)C(=O)O)C trans-2,2-dimethyl-3-(2-methyl-1-propenyl)cyclopropanecarboxylic acid